C(C1=CC=CC=C1)(=O)C1=CC=C(C=C1)C1=CN=C(S1)NC(=O)C1N2C=CC=C2C(CC1)=O N-[5-(4-benzoylphenyl)thiazol-2-yl]-8-oxo-6,7-dihydro-5H-indolizine-5-carboxamide